COC1=C(C=C(C=C1)[N+](=O)[O-])[N+](=O)[O-] The molecule is a member of the class of dinitroanisoles that is 2-nitroanisole in which the hydrogen para to the methoxy group is replaced by a second nitro group. It has a role as an explosive.